4-(3-((phenylmethyl)sulfonamido)-5-(4-(4-((6-(trifluoromethyl)pyridazin-3-yl)oxy)phenyl)-piperidine-1-carbonyl)pyridin-2-yl)piperazin-1-ium 2,2,2-trifluoroacetate FC(C(=O)[O-])(F)F.C1(=CC=CC=C1)CS(=O)(=O)NC=1C(=NC=C(C1)C(=O)N1CCC(CC1)C1=CC=C(C=C1)OC=1N=NC(=CC1)C(F)(F)F)N1CC[NH2+]CC1